tert-butyl N-(exo-8-azabicyclo[3.2.1]octan-3-yl)carbamate C12CC(CC(CC1)N2)NC(OC(C)(C)C)=O